N-(4-(7-fluoro-2-((3-fluoro-4-(4-methylpiperazin-1-yl)phenyl)amino)quinazolin-8-yl)pyridin-2-yl)acrylamide FC1=CC=C2C=NC(=NC2=C1C1=CC(=NC=C1)NC(C=C)=O)NC1=CC(=C(C=C1)N1CCN(CC1)C)F